3-({[(4R)-7-(thiophen-3-yl)-3,4-dihydro-2H-1-benzopyran-4-yl]methyl}amino)pyridine-4-carboxylic acid methyl ester COC(=O)C1=C(C=NC=C1)NC[C@@H]1CCOC2=C1C=CC(=C2)C2=CSC=C2